tert-butyl-{2-[2'-fluoro-5'-methoxy-4-(tetrahydro-pyran-2-yloxymethyl)-biphenyl-2-yloxy]-2-methyl-propoxy}-dimethyl-silane C(C)(C)(C)[Si](C)(C)OCC(C)(C)OC1=C(C=CC(=C1)COC1OCCCC1)C1=C(C=CC(=C1)OC)F